1-(methoxymethyl)-5-methyl-isoindoline COCC1NCC2=CC(=CC=C12)C